C(CCC=CCCC=O)=O oct-4-ene-1,8-dialdehyde